FC=1C=C(OC2=NN3C(C=CC=C3)=N2)C=CC1[N+](=O)[O-] (3-fluoro-4-nitrophenoxy)-[1,2,4]triazolo[1,5-a]pyridine